4-(methyl-(quinolin-4-yl)amino)piperidine-1-carboxylic acid tert-butyl ester C(C)(C)(C)OC(=O)N1CCC(CC1)N(C1=CC=NC2=CC=CC=C12)C